ClC1=CC=C(CNC(NC2CC3(CC(C3)C(=O)N([C@H]3COCC3)C)C2)=O)C=C1 (2S,4s,6S)-6-(3-(4-chlorobenzyl)ureido)-N-methyl-N-((R)-tetrahydrofuran-3-yl)spiro[3.3]heptane-2-carboxamide